(S)-3-((9-ethyl-2-((R)-1-hydroxy-2,3-dihydro-1H-inden-4-yl)-9H-purin-6-yl)amino)-N-methylpyrrolidine-1-sulfonamide C(C)N1C2=NC(=NC(=C2N=C1)N[C@@H]1CN(CC1)S(=O)(=O)NC)C1=C2CC[C@H](C2=CC=C1)O